BrC=1C(=CC=C2C(=C(C=NC12)C(=O)N[C@H]1CCOC2=CC=CC=C12)N1CC(C1)F)F 8-bromo-N-[(4S)-3,4-dihydro-2H-chromen-4-yl]-7-fluoro-4-(3-fluoroazetidin-1-yl)quinoline-3-carboxamide